C(C)(C)(C)C1=CC(=NO1)N1C(N([C@@H](C1O)OCC)C)=O (4R)-1-(5-tert-butylisoxazol-3-yl)-4-ethoxy-5-hydroxy-3-methyl-imidazolidin-2-one